iduronic acid O=C[C@@H](O)[C@H](O)[C@@H](O)[C@H](O)C(=O)O